C1(CCCCC1)N=C=N N-cyclohexylcarbodiimid